CC1=C(C=CC=2N(C=NC21)C2=NC(C(C1=C(C=CC=C21)F)(F)F)(C)C)C 1-(4,5-dimethylbenzimidazole-1-yl)-4,4,5-trifluoro-3,3-dimethyl-isoquinoline